CCCCC(CC)COC(=O)CC(C(=O)OCC(CC)CCCC)S(=O)(=O)[O-].[Na+] sodium bis(2-ethylhexyl)sulfosuccinate